1-chloroethyl 4-methyl-2,6-dioxo-2,3-dihydropyrimidine-1(6H)-carboxylate CC=1NC(N(C(C1)=O)C(=O)OC(C)Cl)=O